COC1=CC=C(C=C1)COC[C@@H](CN1C2(C=3C=C4C(=CC3C1=O)OCO4)CCC4(CC2)OCCO4)C 6''-{(2R)-3-[(4-methoxyphenyl)methoxy]-2-methylpropyl}-2''H-dispiro[[1,3]dioxolane-2,1'-cyclohexane-4',5''-[1,3]dioxolo[4,5-f]isoindol]-7''(6''H)-one